Triazacyclononan-2-ylAcetic acid methyl ester COC(CN1NCCCCCCN1)=O